6-(2-(4-(2,4-dichlorophenyl)-5-(4-methyl-1H-imidazol-2-yl)-pyrimidin-2-ylamino)ethyl-amino)-nicotinonitrile ClC1=C(C=CC(=C1)Cl)C1=NC(=NC=C1C=1NC=C(N1)C)NCCNC1=NC=C(C#N)C=C1